ethynyltetrahydrofuran C(#C)C1OCCC1